Cl.CN(C=1SC=2N=C(SC2N1)C=1N=CC(=C2C1NC=C2)C=2C=NNC2)C2CC(NC(C2)(C)C)(C)C N-Methyl-5-[4-(1H-pyrazol-4-yl)-1H-pyrrolo[2,3-c]pyridin-7-yl]-N-(2,2,6,6-tetramethylpiperidin-4-yl)[1,3]thiazolo[5,4-d][1,3]thiazol-2-amin Hydrochlorid